8-amino-7-(2-hydroxy-prop-2-yl)-2H-[1,4]oxazino[2,3-g]quinolin-3(4H)-one NC=1C(=NC=2C=C3C(=CC2C1)OCC(N3)=O)C(C)(C)O